N-ethyl-2-methylallylamine C(C)NCC(=C)C